CN1C(C2=CC=CC(=C2C=C1)[C@@H](C=1N=NN(C1)C1CC12CC2)NC2=CC1=C(N=CN=C1NCC(C)(C)C)C(=N2)C#N)=O 6-{{(1S)-(2-methyl-1-oxo-1,2-dihydroisoquinolin-5-yl)[1-(spiro[2.2]pentan-1-yl)-1H-1,2,3-triazol-4-yl]methyl}amino}-4-(neopentylamino)pyrido[3,4-d]pyrimidine-8-carbonitrile